tert-butyl 2-((5-chloropyridin-2-yl) methoxy)-3-(trifluoromethyl)-5,8-dihydro-1,7-naphthyridine-7(6H)-carboxylate ClC=1C=CC(=NC1)COC1=NC=2CN(CCC2C=C1C(F)(F)F)C(=O)OC(C)(C)C